C(C=C)(=O)OC(C)CCCCCCCCCCCCCCCC 2-acryloxyoctadecane